3-methyl-5-(1-methyl-1H-1,2,3-triazol-4-yl)aniline CC=1C=C(N)C=C(C1)C=1N=NN(C1)C